CC1(CCC=2C1=NN(C2)C=2C=C1C(=CC=NC1=CC2)C(=O)OC(C)(C)C)C tert-butyl 6-(6,6-dimethyl-5,6-dihydrocyclopenta[c]pyrazol-2(4H)-yl)quinoline-4-carboxylate